tri-[(2-benzotriazoleacetyl)]glycerol N=1N(N=C2C1C=CC=C2)CC(=O)C(C(O)(C(CN2N=C1C(=N2)C=CC=C1)=O)C(CN1N=C2C(=N1)C=CC=C2)=O)(O)CO